Cl.C(CCCCCCC)N Octane-1-amine hydrochloride